[Mn].[Al].[Co] cobalt-aluminum-manganese